(S)-5-(3-(2,2-Difluoroethyl)-2-methyl-3H-imidazo[4,5-b]pyridin-5-yl)-N2-(1-ethyl-3,3-difluoropiperidin-4-yl)-N4-methylpyrrolo[2,1-f][1,2,4]triazine-2,4-diamine FC(CN1C(=NC=2C1=NC(=CC2)C=2C=CN1N=C(N=C(C12)NC)N[C@@H]1C(CN(CC1)CC)(F)F)C)F